FC=1C=2N(C=C(C1OC(C)C)C(=O)O)C=C(N2)C21COC(C2)(C1)C 8-fluoro-7-isopropoxy-2-(1-methyl-2-oxabicyclo[2.1.1]hex-4-yl)imidazo[1,2-a]pyridine-6-carboxylic acid